(S)-4-(2-(4-chlorobenzyl)-4,4-difluoropyrrolidin-1-yl)piperidine 2,2,2-trifluoroacetate FC(C(=O)O)(F)F.ClC1=CC=C(C[C@@H]2N(CC(C2)(F)F)C2CCNCC2)C=C1